FC1=C(C=CC2=C1N=CO2)F 4,5-difluoro-1,3-benzoxazole